BrC=1C(=C2C(=NC1)NC(=N2)C2=C(N(C(=C2)C)C2=C(C=CC=C2Cl)Cl)C)N[C@@H]2CN(CC2)S(=O)(=O)CC (S)-6-Bromo-2-(1-(2,6-dichlorophenyl)-2,5-dimethyl-1H-pyrrol-3-yl)-N-(1-(ethylsulfonyl)pyrrolidin-3-yl)-3H-imidazo[4,5-b]pyridin-7-amin